pyridine-2,4-dicarboxylic acid bis-{[4-(2-amino-ethyl)-phenyl]-amide} trifluoroacetate FC(C(=O)O)(F)F.NCCC1=CC=C(C=C1)NC(=O)C1=NC=CC(=C1)C(=O)NC1=CC=C(C=C1)CCN